CC=1N=C(SC1C(=O)OC(C)(C)C)NC(=O)C1CC(C1)NC(C1=CC(=CC=C1)C=1OC(=NN1)C)=O tert-Butyl 4-methyl-2-((1s,3s)-3-(3-(5-methyl-1,3,4-oxadiazol-2-yl)benzamido)cyclobutane-1-carboxamido)thiazole-5-carboxylate